ClC=1C2=C(N=C(N1)SCC)SC(=C2)C 4-chloro-2-(ethylthio)-6-methylthieno[2,3-d]pyrimidine